OC(C(O)=O)CCC[C@@H]1SC[C@@H]2NC(=O)N[C@H]12 HYDROXYBIOTINE